Benzyl 2,3,4-tri-O-benzyl-6-O-(tert-Butyldiphenylsilyl)-β-D-galactopyranosyl-(1→4)-2-acetamido-3,6-di-O-benzyl-2-deoxy-β-D-glucopyranoside C(C1=CC=CC=C1)O[C@H]1[C@@H](O[C@@H]([C@@H]([C@@H]1OCC1=CC=CC=C1)OCC1=CC=CC=C1)CO[Si](C1=CC=CC=C1)(C1=CC=CC=C1)C(C)(C)C)O[C@H]1[C@@H]([C@H]([C@H](OCC2=CC=CC=C2)O[C@@H]1COCC1=CC=CC=C1)NC(C)=O)OCC1=CC=CC=C1